(R)-N-(2-chloro-3-methyl-4-(N-(1-(piperidin-4-yl)ethyl)sulfamoyl)phenyl)-2-methylbenzamide ClC1=C(C=CC(=C1C)S(N[C@H](C)C1CCNCC1)(=O)=O)NC(C1=C(C=CC=C1)C)=O